3-(difluoromethoxy)-N-{[3-(8-{[(3S,4R)-3-fluoro-1-methylpiperidin-4-yl]amino}-3-[(trifluoromethyl)sulfanyl]indolizin-2-yl)-1,2,4-oxadiazol-5-yl]methyl}thiophene-2-carboxamide FC(OC1=C(SC=C1)C(=O)NCC1=NC(=NO1)C=1C=C2C(=CC=CN2C1SC(F)(F)F)N[C@H]1[C@H](CN(CC1)C)F)F